2-[1-[2-(1H-Indol-3-yl)-3,6-dimethyl-4-oxo-chromen-8-yl]ethylamino]benzoic acid N1C=C(C2=CC=CC=C12)C=1OC2=C(C=C(C=C2C(C1C)=O)C)C(C)NC1=C(C(=O)O)C=CC=C1